(S)-3-((benzyloxy)methyl)-1-(1-chloro-8-((1,1,1-trifluoropropan-2-yl)oxy)isoquinolin-6-yl)-4-ethyl-1H-1,2,4-triazol-5(4H)-one C(C1=CC=CC=C1)OCC1=NN(C(N1CC)=O)C=1C=C2C=CN=C(C2=C(C1)O[C@H](C(F)(F)F)C)Cl